2-bromo-4-(bromomethyl)-1-methylbenzene BrC1=C(C=CC(=C1)CBr)C